Hexylsyringat C(CCCCC)OC(C1=CC(OC)=C(O)C(OC)=C1)=O